ClC=1C=C(C=C(C1)Cl)C1=NC(=CC(=C1)CN1CCC(CC1)CC(=O)O)OC1=NC=C(N=C1)N1CCN(CC1)CCC(C)O 2-(1-((2-(3,5-dichlorophenyl)-6-((5-(4-(3-hydroxybutyl)piperazin-1-yl)pyrazin-2-yl)oxy)pyridin-4-yl)methyl)piperidin-4-yl)acetic acid